C(=CCCCCCC(C)C)NCCC(=O)[O-].[Na+] Sodium β-isodecenylaminopropionate